6-(1-Methylbenzimidazol-4-yl)-3-(4-morpholinoanilino)-5-[[rel-(1R,2R)-2-methylcyclopropyl]amino]pyrazin-2-carboxamid CN1C=NC2=C1C=CC=C2C2=C(N=C(C(=N2)C(=O)N)NC2=CC=C(C=C2)N2CCOCC2)N[C@H]2[C@@H](C2)C |o1:33,34|